C(C=C)(=O)OCC ethyl acrylat